(3-chloro-4-fluorophenyl)(6-(trifluoromethyl)pyridin-2-yl)methylamine hydrochloride Cl.ClC=1C=C(C=CC1F)NCC1=NC(=CC=C1)C(F)(F)F